6-chloro-N-[1-[3-[5-(difluoromethoxy)-2-pyridyl]pyrazin-2-yl]ethyl]-N-methyl-8-(trifluoromethyl)quinazolin-4-amine ClC=1C=C2C(=NC=NC2=C(C1)C(F)(F)F)N(C)C(C)C1=NC=CN=C1C1=NC=C(C=C1)OC(F)F